6-azaspiro[2.5]octane-6-carboxylic acid C1CC12CCN(CC2)C(=O)O